2-[6-(2,4-difluorobenzyl)-2,6-diazaspiro[3.3]heptane-2-carbonyl]-2-azaspiro[3.3]heptane-6-carbonitrile FC1=C(CN2CC3(CN(C3)C(=O)N3CC4(C3)CC(C4)C#N)C2)C=CC(=C1)F